5-fluoro-6-(2-methoxyethoxy)-3-(3-{4-[4-(oxolan-3-yl)piperazine-1-carbonyl]phenyl}-1,2-oxazol-5-yl)-1H-indazole FC=1C=C2C(=NNC2=CC1OCCOC)C1=CC(=NO1)C1=CC=C(C=C1)C(=O)N1CCN(CC1)C1COCC1